(2r,6s)-4-(6-chloro-5-methoxy-2-methylpyrimidin-4-yl)-2,6-dimethylmorpholine ClC1=C(C(=NC(=N1)C)N1C[C@H](O[C@H](C1)C)C)OC